Tert-butyl (E)-(1-((2-(((4-(3,5-dimethoxystyryl)phenoxy)carbonyl)oxy)ethyl) amino)-1-oxo-3-phenylpropan-2-yl)carbamate COC=1C=C(/C=C/C2=CC=C(OC(=O)OCCNC(C(CC3=CC=CC=C3)NC(OC(C)(C)C)=O)=O)C=C2)C=C(C1)OC